N-(4-(cis-bicyclo[3.1.0]hexan-3-yloxy)-3-chloro-5-fluorophenyl)-2-(3-ethyl-3-(hydroxymethyl)azetidin-1-yl)-5-(2,2,2-trifluoroethyl)oxazole-4-carboxamide C12CC(CC2C1)OC1=C(C=C(C=C1F)NC(=O)C=1N=C(OC1CC(F)(F)F)N1CC(C1)(CO)CC)Cl